ClC1=CC=CC=2N1N=C(C2)[C@H]2N(CCC1=C2N=CN1)C1=NC=C(C=N1)C(F)(F)F (S)-4-(7-chloropyrazolo[1,5-a]pyridin-2-yl)-5-(5-(trifluoromethyl)pyrimidin-2-yl)-4,5,6,7-tetrahydro-1H-imidazo[4,5-c]pyridine